4-(cyclopropylamino)-2-((8-(1-methyl-1H-pyrazol-5-yl)-2,3-dihydrobenzo[b][1,4]dioxin-5-yl)amino)-7H-pyrrolo[2,3-d]pyrimidine-5-carbonitrile C1(CC1)NC=1C2=C(N=C(N1)NC1=CC=C(C=3OCCOC31)C3=CC=NN3C)NC=C2C#N